The molecule is a triterpenoid saponin that is (3beta)-3-hydroxy-13,28-epoxyoleanan-16-one attached to a tetrasaccharide residue at position 3 via a glycosidic linkage. Isolated from the aerial parts of Lysimachia clethroides, it exhibits antineoplastic activity. It has a role as an antineoplastic agent and a plant metabolite. It is a cyclic ether, a cyclic terpene ketone, a hexacyclic triterpenoid, a tetrasaccharide derivative and a triterpenoid saponin. It derives from a hydride of an oleanane. C[C@]12CC[C@@H](C([C@@H]1CC[C@@]3([C@@H]2CC[C@@]45[C@]3(CC(=O)[C@@]6([C@H]4CC(CC6)(C)C)CO5)C)C)(C)C)O[C@H]7[C@@H]([C@H]([C@H](CO7)O[C@H]8[C@@H]([C@H]([C@@H]([C@H](O8)CO)O)O)O[C@H]9[C@@H]([C@H]([C@@H](CO9)O)O)O)O)O[C@H]1[C@@H]([C@H]([C@@H]([C@H](O1)CO)O)O)O